[6-chloro-5-methyl-3-[3-(trifluoromethyl)phenoxy]pyridazine-4-yl]-5-[(2,4-dimethyl-phenyl)methyl]-5,6-dihydro-4H-1,2,4-oxadiazine ClC1=C(C(=C(N=N1)OC1=CC(=CC=C1)C(F)(F)F)C1=NOCC(N1)CC1=C(C=C(C=C1)C)C)C